cyclopentylbenzotriazole-5-carbonitrile C1(CCCC1)C1C(=CC=C2N=NN=C21)C#N